(4-(7-fluoroquinolin-4-yl)piperazin-1-yl)(1-((4-hydroxyphenyl)sulfonyl)pyrrolidin-3-yl)methanone FC1=CC=C2C(=CC=NC2=C1)N1CCN(CC1)C(=O)C1CN(CC1)S(=O)(=O)C1=CC=C(C=C1)O